4-[(4-bromo-2-fluorophenyl)amino]-5-{[3-hydroxy-3-(1-methyl-1H-benzimidazol-2-yl)azetidin-1-yl]carbonyl}-1-methylpyridin-2(1H)-one BrC1=CC(=C(C=C1)NC1=CC(N(C=C1C(=O)N1CC(C1)(C1=NC2=C(N1C)C=CC=C2)O)C)=O)F